octanethiolate C(CCCCCCC)[S-]